N1CCC(CC1)N1C(C2=CC=CC=C2CC1)=O 2-(piperidin-4-yl)-3,4-dihydroisoquinolin-1-one